(S)-(2-(2-hydroxyphenyl)-5,6,6a,7,9,10-hexahydro-8H-pyrazino[1',2':4,5]pyrazino[2,3-c]pyridazin-8-yl)(piperidin-4-yl)methanone OC1=C(C=CC=C1)C=1C=C2C(=NN1)NC[C@@H]1N2CCN(C1)C(=O)C1CCNCC1